(1-(Difluoromethyl)-6-oxo-1,6-dihydropyridin-3-yl)boronic acid FC(N1C=C(C=CC1=O)B(O)O)F